12,12-difluoro-19-(oxan-2-yl)-8,14-dioxa-10,19,20-triazatetracyclo[13.5.2.12,6.018,21]tricosa-1(20),2(23),3,5,15(22),16,18(21)-heptaen-9-one FC1(CNC(OCC2=CC=CC(C3=NN(C=4C=CC(OC1)=CC34)C3OCCCC3)=C2)=O)F